tert-butyl (2-oxo-2-((4-(3-(2-(trifluoromethyl)pyridin-4-yl)phenyl)thiazol-2-yl)amino)ethyl)carbamate O=C(CNC(OC(C)(C)C)=O)NC=1SC=C(N1)C1=CC(=CC=C1)C1=CC(=NC=C1)C(F)(F)F